O=C1C=2C=CC(=CC2CCC1)NC(C=C)=O N-(5-oxo-5,6,7,8-tetrahydronaphthalen-2-yl)acrylamide